(2R,3S,5S)-5-(difluoromethyl)-3-((4-methoxyphenylmethyl)amino)pyrrolidine 4-(pivaloyloxy)benzoate C(C(C)(C)C)(=O)OC1=CC=C(C(=O)O)C=C1.FC([C@@H]1C[C@@H](CN1)NCC1=CC=C(C=C1)OC)F